2-(3,5-dichloro-4-((4-(cyclopropylsulfonyl)-5-hydroxypyridin-2-yl)oxy)phenyl)-3,5-dioxo-2,3,4,5-tetrahydro-1,2,4-triazine-6-carbonitrile ClC=1C=C(C=C(C1OC1=NC=C(C(=C1)S(=O)(=O)C1CC1)O)Cl)N1N=C(C(NC1=O)=O)C#N